6,7-Difluoro-8-[(2-fluoro-4-iodophenyl)amino]-3,4-dihydro-2H-isoquinolin-1-one FC=1C=C2CCNC(C2=C(C1F)NC1=C(C=C(C=C1)I)F)=O